CN1C(OC(C2=C1C=CC(=C2)OC)=O)=O 1-methyl-6-methoxy-2,4-dihydro-1H-3,1-benzoxazine-2,4-dione